benzyl N-[1-(4-methoxy-5,6,7,8-tetrahydropyrido[3,4-d]pyrimidin-2-yl)-3-methyl-azetidin-3-yl]carbamate COC=1C2=C(N=C(N1)N1CC(C1)(C)NC(OCC1=CC=CC=C1)=O)CNCC2